rac-5-[4-amino-2-(N-(2-amino-1-methyl-2-oxoethyl)-4-fluoro-anilino)thiazole-5-carbonyl]-N-isopropyl-isoxazole-3-carboxamide NC=1N=C(SC1C(=O)C1=CC(=NO1)C(=O)NC(C)C)N(C1=CC=C(C=C1)F)[C@@H](C(=O)N)C |r|